diethyl (4-((6,7-dimethoxyquinazolin-4-yl)oxy)benzyl)phosphonate COC=1C=C2C(=NC=NC2=CC1OC)OC1=CC=C(CP(OCC)(OCC)=O)C=C1